tert-butyl (8aS)-6-chloro-2-((2-(dimethylamino)ethyl)amino)-5-(5-methyl-1H-indazol-4-yl)-8a,9,11,12-tetrahydropyrazino[2',1':3,4][1,4]oxazepino[5,6,7-de]-quinazoline-10(8H)-carboxylate ClC1=C2C3=C(N=C(N=C3C=C1C1=C3C=NNC3=CC=C1C)NCCN(C)C)N1[C@H](CO2)CN(CC1)C(=O)OC(C)(C)C